Phosphate Dihydrate O.O.P(=O)(O)(O)O